methyl (R)-1-(4-(3H-[1,2,3]triazolo[4,5-b]pyridin-3-yl)-N-(1-(tertbutoxycarbonyl)piperidin-3-yl)-2-fluorobenzamido)isoquinoline-7-carboxylate N1=NN(C2=NC=CC=C21)C2=CC(=C(C(=O)N([C@H]1CN(CCC1)C(=O)OC(C)(C)C)C1=NC=CC3=CC=C(C=C13)C(=O)OC)C=C2)F